ClC1=NC=C(C(=C1)C1=C(C=NC(=C1)C)C(=O)NC=1SC(=NN1)OC1CCC(CC1)O)OC 2'-chloro-N-(5-(((1r,4r)-4-hydroxycyclohexyl)oxy)-1,3,4-thiadiazol-2-yl)-5'-methoxy-6-methyl-[4,4'-bipyridine]-3-carboxamide